[Si](C1=CC=CC=C1)(C1=CC=CC=C1)(C(C)(C)C)OC1C(COC1)(C)N1C[C@@H](N(CC1)C=1C=C2C=C(N=CC2=CC1Cl)NC(=O)C1CC12CCOCC2)C N-(6-((2S)-4-(4-((tert-butyldiphenylsilyl)oxy)-3-methyltetrahydrofuran-3-yl)-2-methylpiperazin-1-yl)-7-chloroisoquinolin-3-yl)-6-oxaspiro[2.5]octane-1-carboxamide